tert-Butyl 5-(3-(4-carbamoylphenyl)-N-methylpyrazolo[1,5-a]pyridine-5-carboxamido)-2-chlorobenzoate C(N)(=O)C1=CC=C(C=C1)C=1C=NN2C1C=C(C=C2)C(=O)N(C)C=2C=CC(=C(C(=O)OC(C)(C)C)C2)Cl